CC1=C(C=C(C(=O)NCC2=NC=C3C=CC(=NC3=C2)[C@H]2CN(CCC2)C2=CC=NC=C2)C=C1)S(=O)(=O)C (R)-4-methyl-3-(methylsulfonyl)-N-((2-(1-(pyridin-4-yl)piperidin-3-yl)-1,6-naphthyridin-7-yl)methyl)benzamide